4-(3-chloro-6-(1,1-difluoroethyl)-2-fluorophenyl)-6-methoxypyrimidine ClC=1C(=C(C(=CC1)C(C)(F)F)C1=NC=NC(=C1)OC)F